N1C=NC(=C1)C1=CC=C(OCC=2N=NC=CC2)C=C1 3-((4-(1H-imidazol-4-yl)phenoxy)methyl)pyridazine